1-(3-(2-methoxyethyl)-7-morpholino-3H-imidazo[4,5-b]pyridin-5-yl)-N-methyl-3-(m-tolyl)-1H-pyrazole-5-carboxamide COCCN1C=NC=2C1=NC(=CC2N2CCOCC2)N2N=C(C=C2C(=O)NC)C=2C=C(C=CC2)C